C(#N)C1=C(C(=C(C=2C3=C(C4=NN=NN=C4C12)N=NC(=C3C#N)C#N)C#N)C#N)C#N hexacyanohexaazabenzophenanthrene